3,4-dimethyl-2-hexene CC(=CC)C(CC)C